3-Methyl-4-{[3-(2,2,2-trifluoroethyl)-1H-pyrazol-1-yl]methyl}pyridine tert-butyl-(E)-4-bromo-2-butenoate C(C)(C)(C)OC(\C=C\CBr)=O.CC=1C=NC=CC1CN1N=C(C=C1)CC(F)(F)F